ClC=1C=C2CCCC3(COC4=CC=C5[C@H](CC(N(C/C=C/CCCCN(C3)C4=C5)C)=O)C(=O)OC)C2=CC1 methyl (S,6'E)-6-chloro-9'-methyl-10'-oxo-3,4-dihydro-2H-spiro[naphthalene-1,19'-[17]oxa[1,9]diazatricyclo[11.7.2.0~16,21~]docosa[6,13,15,21]tetraene]-12'-carboxylate